6-({[(1R,2S)-2-hydroxycyclopentyl]oxy}methyl)-4-(trifluoromethyl)-3H-isoindol-1-one O[C@@H]1[C@@H](CCC1)OCC1=CC(=C2CNC(C2=C1)=O)C(F)(F)F